C12C3CCCCC3CCC2C2CCCC2CC1 tetracyclo[8.7.0.0<2,7>.0<11,15>]heptadecane